ClC=1C=C2C(C(=CN(C2=CC1N1[C@H](CCC1)COC1=NC=CC=C1Cl)C=1C=C2COCC2=CC1)C(=O)OCC)=O ethyl (R)-6-chloro-7-(2-(((3-chloropyridin-2-yl)oxy)methyl)pyrrolidin-1-yl)-1-(1,3-dihydroisobenzofuran-5-yl)-4-oxo-1,4-dihydroquinoline-3-carboxylate